[Cl-].FC1=C(C=CC(=N1)C([NH3+])C1=CC=CC=C1)C1(CC1)C (6-fluoro-5-(1-methylcyclopropyl)pyridin-2-yl)(phenyl)methanaminium chloride